FC(C1=C(C=CC(=C1)C(F)(F)F)C1=CC=C(N=N1)NCCCCNC(OC(C)(C)C)=O)(F)F t-butyl [4-({6-[2,4-bis(trifluoromethyl)phenyl]pyridazin-3-yl}amino)butyl]carbamate